BrC1=CC=C(C=C1)C=1N=C(SC1)NC(C1=CC(=C(C=C1)F)NC(C(F)(F)F)=O)=O N-(4-(4-Bromophenyl)thiazol-2-yl)-4-fluoro-3-(2,2,2-trifluoroacetamido)benzamide